magnesium oxyfluoride O(F)F.[Mg]